FC1CNCCC1 meta-fluoropiperidine